3,5-bis(4-pyridylphenyl)-2-phenylpyrimidine N1=CC=C(C=C1)C1=C(C=CC=C1)N1C(N=CC(=C1)C1=C(C=CC=C1)C1=CC=NC=C1)C1=CC=CC=C1